(1r,4r,5s)-5-(7-bromo-6-fluoro-8-methyl-4-(methylsulfanyl)-2-((3-oxo-N-morpholinyl)methyl)-1H-pyrrolo[3,2-c]quinolin-1-yl)-2-azabicyclo[2.1.1]hexane-2-carboxylic acid tert-butyl ester C(C)(C)(C)OC(=O)N1[C@H]2[C@H]([C@@H](C1)C2)N2C(=CC=1C(=NC=3C(=C(C(=CC3C12)C)Br)F)SC)CN1C(COCC1)=O